C[C@@H]1O[C@H](CN(C1)CCNC(=O)C=1C=CC(=C(C1)NC(=O)C=1C=C2C(=NC1)NC(=C2)C=2C=NN(C2)C)F)C N-(5-((2-((2S,6S)-2,6-dimethylmorpholino)ethyl)carbamoyl)-2-fluorophenyl)-2-(1-methyl-1H-pyrazol-4-yl)-1H-pyrrolo[2,3-b]pyridine-5-carboxamide